dodecyl-diethanolamine borate B(O)(O)O.C(CCCCCCCCCCC)N(CCO)CCO